N-[(1S)-1-cycloheptyl-2-[4-(3,5-dimethyl-1H-pyrazol-4-yl)anilino]-2-oxo-ethyl]-3-phenyl-triazole-4-carboxamide C1(CCCCCC1)[C@@H](C(=O)NC1=CC=C(C=C1)C=1C(=NNC1C)C)NC(=O)C=1N(N=NC1)C1=CC=CC=C1